The molecule is a branched-chain amino acid that consists of glycine in which one of the hydrogens attached to the alpha-carbon is substituted by an isobutyl group. It has a role as a Daphnia magna metabolite. It is a branched-chain amino acid and an alpha-amino acid. It contains an isobutyl group. It is a conjugate base of a leucinium. It is a conjugate acid of a leucinate. CC(C)CC(C(=O)O)N